ClC1=C(C=CC=C1)C=1C2=C(NC(CN1)=O)C=C(N=C2)CC 5-(2-chlorophenyl)-8-ethyl-1,3-dihydro-2H-pyrido[4,3-e][1,4]diazepin-2-one